S1N=CC2=C1C=CN=C2 [1,2,5]benzothiadiazole